methylbenzyl-phenol CC=1C(=C(C=CC1)O)CC1=CC=CC=C1